C(C)(=O)N1C[C@@H](C[C@@H](C1)F)N(C(=O)NCC=1N=NN(C1)C1=CC(=CC=C1)OC(F)(F)F)C1CC1 1-[(3R,5S)-1-acetyl-5-fluoropiperidin-3-yl]-1-cyclopropyl-3-({1-[3-(trifluoromethoxy)phenyl]-1H-1,2,3-triazol-4-yl}methyl)urea